C(CC)[P+](C1=CC=CC=C1)(C1=CC=CC=C1)C1=CC=CC=C1 Propyltriphenylphosphonium